CN1CCC(CC1)C=1OC(=NN1)[C@@]12CN(C[C@]2(C1)C(F)(F)F)C1=C2C=CC=NC2=C(C=C1)[N+](=O)[O-] 2-(1-methylpiperidin-4-yl)-5-((1S,5R)-3-(8-nitroquinolin-5-yl)-5-(trifluoromethyl)-3-azabicyclo[3.1.0]hexan-1-yl)-1,3,4-oxadiazole